CN(C=CC(=O)C=1C(=NC(=NC1)SC)OC)C 3-(dimethylamino)-1-(4-methoxy-2-(methylthio)pyrimidin-5-yl)-propen-1-one